2-(((5-Bromothiophen-2-yl)methyl)(methyl)amino)-N-(4-(trifluoromethyl)benzyl)acetamide BrC1=CC=C(S1)CN(CC(=O)NCC1=CC=C(C=C1)C(F)(F)F)C